OC(=O)C(F)(F)F.C(C)(C)(C)C1=CC=C(C(=O)NC=2C(=C(C=CC2)C2=CN(C(C(=N2)NC2=CC=C(C(=O)N3CCN(CC3)CC(=O)O)C=C2)=O)C)C)C=C1 2-(4-(4-(6-(3-(4-tert-butylbenzamido)-2-methylphenyl)-4-methyl-3-oxo-3,4-dihydropyrazin-2-ylamino)benzoyl)piperazin-1-yl)acetic acid TFA salt